C(C)(=O)N1CCC(CC1)N(C(=S)NC(C)(C)C)CCCO 1-(1-Acetylpiperidin-4-yl)-3-(tert-butyl)-1-(3-hydroxypropyl)thiourea